FC=1C=C2C(=NC1)N(C=C2C2=NN1C(C(=N2)N[C@@H]2[C@H](C3CCC2CC3)C(=O)OCC)=C(C=C1)C(F)(F)F)S(=O)(=O)C1=CC=C(C)C=C1 Ethyl (1R,2S,3S,4R)-3-((2-(5-fluoro-1-tosyl-1H-pyrrolo[2,3-b]pyridin-3-yl)-5-(trifluoromethyl)pyrrolo[2,1-f][1,2,4]triazin-4-yl)amino)bicyclo[2.2.2]octane-2-carboxylate